2-chloro-7-methyl-9-(tetrahydro-2H-pyridine-4-yl)-7,9-dihydro-8H-purine-8-thione-1-d ClC1N(C=C2N(C(N(C2=N1)C1CCNCC1)=S)C)[2H]